C(C)(C)(C)OC(NC1C[C@H]2CC[C@@H](C1)N2)=O ((1R,5S)-8-azabicyclo[3.2.1]oct-3-yl)carbamic acid tert-butyl ester